N-(Cyclopentylmethyl)-7-fluoro-9H-pyrido[3,4-b]indole-1-carboxamide C1(CCCC1)CNC(=O)C1=NC=CC2=C1NC1=CC(=CC=C21)F